(3-(trifluoromethoxy)benzyl)-1H-1,2,3-triazole-4-carbohydrazide FC(OC=1C=C(CN2N=NC(=C2)C(=O)NN)C=CC1)(F)F